(R)-5-((1-(dimethylamino)propan-2-yl)oxy)-4-((5-fluoroquinolin-6-yl)amino)-7-(1-methyl-1H-pyrazol-4-yl)quinazoline 1-oxide CN(C[C@@H](C)OC1=C2C(=NC=[N+](C2=CC(=C1)C=1C=NN(C1)C)[O-])NC=1C(=C2C=CC=NC2=CC1)F)C